(E)-3,5-dimethyl-4-hydroxyphenylacrylonitrile CC=1C=C(C=C(C1O)C)C(C#N)=C